7-methoxy-N-[1-[6-[(3R)-3-(cyclobutylmethylamino)-1-piperidyl]pyridazin-3-yl]ethyl]-1H-indazole-4-carboxamide COC1=CC=C(C=2C=NNC12)C(=O)NC(C)C=1N=NC(=CC1)N1C[C@@H](CCC1)NCC1CCC1